C(C)OC=CC=1C=C(C=CC1C(=O)OC)N1CCN(CC1)C(=O)[O-] 4-(3-(2-ethoxyvinyl)-4-(methoxycarbonyl)phenyl)piperazine-1-carboxylate